4-allyl-4,5-dimethyl-5-(10-undecenyl)-1,3-dioxolan-2-one C(C=C)C1(OC(OC1(CCCCCCCCCC=C)C)=O)C